F[C@@H]1CN(CC[C@H]1NC1=C2C=C(N(C2=CC=C1)CC(F)(F)F)C(=O)NN)C |r| (+/-)-4-(((3R,4R)-3-fluoro-1-methylpiperidin-4-yl)amino)-1-(2,2,2-trifluoroethyl)-1H-indole-2-carbohydrazide